N1N=NC2=C1CCCC2 4,5,6,7-tetrahydro-1H-benzo[d][1,2,3]triazole